C(C)(C)OP(OC(C)C)(=O)C(P(OC(C)C)(OC(C)C)=O)(Cl)Cl tetraisopropyl(dichloromethylene)bis(phosphonate)